C1(=CC=CC=C1)C1=CC=C(N=N1)NC1[C@@H]2CN(C[C@H]12)CC1CCOCC1 (1r,5s,6s)-N-(6-phenylpyridazin-3-yl)-3-(tetrahydropyran-4-ylmethyl)-3-azabicyclo[3.1.0]hexane-6-amine